C(C)(C)OC(=O)[C@@H]1C[C@H](CCC1)OC1=CC=C(C=C1)C=1N=NN(C1NCC1=CC=CC=C1)C |r| (+/-)-(1S,3S)-3-(4-(5-(benzylamino)-1-methyl-1H-1,2,3-triazol-4-yl)phenoxy)cyclohexane-1-carboxylic acid isopropyl ester